N-(5-((6-((R)-3-(3-chloro-2,4-difluorophenyl)isoxazolidine-2-yl)pyrimidine-4-yl)amino)-2-(4-(4-cyclobutylpiperazine-1-yl)piperidine-1-yl)-4-methoxyphenyl)acrylamide ClC=1C(=C(C=CC1F)[C@@H]1N(OCC1)C1=CC(=NC=N1)NC=1C(=CC(=C(C1)NC(C=C)=O)N1CCC(CC1)N1CCN(CC1)C1CCC1)OC)F